N-(7-methoxy-quinolin-8-yl)-5-methylpyridine-2-sulfonamide COC1=CC=C2C=CC=NC2=C1NS(=O)(=O)C1=NC=C(C=C1)C